CC1(OB(OC1(C)C)CCCC12C(NCC1)(CNC2)C(=O)OC)C Racemic-methyl 3a-(3-(4,4,5,5-tetramethyl-1,3,2-dioxaborolan-2-yl)propyl)hexahydropyrrolo[3,4-b]pyrrole-6a(1H)-carboxylate